2-{3-[(3S)-3-(cyclobutylamino)pyrrolidin-1-yl]-1,2,4-triazin-6-yl}-5-(1H-pyrazol-4-yl)phenol C1(CCC1)N[C@@H]1CN(CC1)C=1N=NC(=CN1)C1=C(C=C(C=C1)C=1C=NNC1)O